ethoxy-2,3-difluoro-7,7,9-trimethyl-7H-indeno[2,1-c]isoquinoline C(C)OC1=C2C3=C(N=CC2=CC(=C1F)F)C(C1=CC(=CC=C13)C)(C)C